COC=1C(=CC2=CN(N=C2C1)C1CCNCC1)NC(=O)C1=NC(=CC=C1)C(F)(F)F N-[6-methoxy-2-(piperidin-4-yl)indazole-5-yl]-6-(trifluoromethyl)pyridine-2-carboxamide